4-hydroxy-N-{4-methoxy-7-[1-(piperidin-4-yl)-1H-pyrazol-4-yl]-1H-1,3-benzodiazol-2-yl}-4-methylpiperidine-1-carboxamide OC1(CCN(CC1)C(=O)NC1=NC2=C(N1)C(=CC=C2OC)C=2C=NN(C2)C2CCNCC2)C